2-(dibenzo[b,d]furan-1-yl)-4-(3',5'-diphenyl-[1,1':4',1''-terphenyl]-4-yl)-6-phenyl-1,3,5-triazine C1(=CC=CC=2OC3=C(C21)C=CC=C3)C3=NC(=NC(=N3)C3=CC=C(C=C3)C3=CC(=C(C(=C3)C3=CC=CC=C3)C3=CC=CC=C3)C3=CC=CC=C3)C3=CC=CC=C3